CC(C)C1=CC(=C(C(=C1)C(C)C)C2=CC3=CC=CC=C3C4=C2OP(=O)(OC5=C4C6=CC=CC=C6C=C5C7=C(C=C(C=C7C(C)C)C(C)C)C(C)C)O)C(C)C (R)-3,3'-bis(2,4,6-triisopropylphenyl)-1,1'-binaphthyl-2,2'-diyl hydrogenphosphate